N-((S)-(7-((R)-Cyclopropyl(2-(3-fluorobicyclo[1.1.1]pentan-1-yl)acetamido)methyl)imidazo[1,2-a]pyrimidin-2-yl)(4,4-difluorocyclohexyl)methyl)-4-methyl-1,2,5-oxadiazole-3-carboxamide C1(CC1)[C@H](C1=NC=2N(C=C1)C=C(N2)[C@@H](NC(=O)C2=NON=C2C)C2CCC(CC2)(F)F)NC(CC21CC(C2)(C1)F)=O